N-erucyl-N,N-bis(2-hydroxyethyl)-N-methylammonium chloride [Cl-].C(CCCCCCCCCCC\C=C/CCCCCCCC)[N+](C)(CCO)CCO